1-methyl-N-(4-(4-((1,2,3,4-tetrahydroisoquinolin-7-yl)oxy)-1H-pyrrolo[2,3-b]pyridin-3-yl)pyridin-2-yl)cyclopropanecarboxamide CC1(CC1)C(=O)NC1=NC=CC(=C1)C1=CNC2=NC=CC(=C21)OC2=CC=C1CCNCC1=C2